BrC=1C=CC(=C(C=CC(=O)NC(=N)N)C1)OC 5-Bromo-2-methoxycinnamoylguanidin